3-Acetoxy-2-(4'-(trifluoromethoxy)-[1,1'-biphenyl]-4-yl)but-2-enoic acid ethyl ester C(C)OC(C(=C(C)OC(C)=O)C1=CC=C(C=C1)C1=CC=C(C=C1)OC(F)(F)F)=O